(+/-)-[2-(3,5-difluoro-4-{[3-(2-fluoro-3-methoxyphenyl)-1H-pyrrolo[2,3-b]pyridin-4-yl]oxy}anilino)-5-fluoro-5,6-dihydro-4H-1,3-oxazin-5-yl]methanol FC=1C=C(NC=2OC[C@](CN2)(F)CO)C=C(C1OC1=C2C(=NC=C1)NC=C2C2=C(C(=CC=C2)OC)F)F |r|